[Li+].C(CCCCCCCCCCC)C(C(=O)[O-])(C(=O)[O-])C.[Li+] 2-dodecyl-2-methylpropanedioic acid lithium salt